NC1=NC=NC=2C3=C(CC(C12)(C)C)C(=C(C=C3)O[C@@H]3CC[C@H](CC3)N)N(CC(C)(O)C)C 1-[[4-amino-8-(trans-4-aminocyclohexoxy)-5,5-dimethyl-6H-benzo[h]quinazolin-7-yl]-methyl-amino]-2-methyl-propan-2-ol